COC(=O)C=1C(N(C2=NC(=CC=C2C1N)N1C=NC=C1)C1=CC=C(C=C1)C(C)O)=O 4-Amino-1-(4-(1-hydroxyethyl)phenyl)-7-(1H-imidazol-1-yl)-2-oxo-1,2-dihydro-1,8-naphthyridine-3-carboxylic acid methyl ester